1-[(3-cyclopropyl-6-oxo-1H-pyridazin-5-yl)methyl]pyrazol C1(CC1)C1=NNC(C(=C1)CN1N=CC=C1)=O